8-(4-fluorophenyl)-5,6,7,8-tetrahydroimidazo[1,2-a]pyrazine FC1=CC=C(C=C1)C1C=2N(CCN1)C=CN2